BrC1=C(C=CC2=C1C[C@@](O2)(C(=O)O)C2=CC=CC=C2)Cl (S)-4-bromo-5-chloro-2-phenyl-2,3-dihydrobenzofuran-2-carboxylic acid